4,4',4''-[benzene-1,3,5-triyl-tris(benzene-4,1-diyl)]tribenzoate C1(=CC(=CC(=C1)C1=CC=C(C=C1)C1=CC=C(C(=O)[O-])C=C1)C1=CC=C(C=C1)C1=CC=C(C(=O)[O-])C=C1)C1=CC=C(C=C1)C1=CC=C(C(=O)[O-])C=C1